C(C1=CC=CC=C1)OC1=C(C(=NC(=C1)C=1C(=NC=C(C1C)C(F)(F)F)OC1=C(C(=C(C=C1)F)F)C)C)C1CNC(O1)=O 5-[4-benzyloxy-6-[2-(3,4-difluoro-2-methyl-phenoxy)-4-methyl-5-(trifluoromethyl)-3-pyridinyl]-2-methyl-3-pyridinyl]oxazolidin-2-one